COC1=CC=C(C=N1)CN1[C@@H]2COC[C@H]1CN(C2)C(=O)OC(C)(C)C tert-butyl (1S,5R)-9-[(6-methoxy-3-pyridyl)methyl]-3-oxa-7,9-diazabicyclo[3.3.1]nonane-7-carboxylate